(S)-4-(5-(3-((2-((S)-3-carboxybutanoyl)-6-hydroxyisoindolin-5-yl)oxy)propoxy)-6-methoxybenzo[b]thiophen-2-yl)-2-methyl-4-oxobutanoic acid C(=O)(O)[C@H](CC(=O)N1CC2=CC(=C(C=C2C1)OCCCOC1=CC2=C(SC(=C2)C(C[C@@H](C(=O)O)C)=O)C=C1OC)O)C